5-(quinolin-6-yl)-7H-pyrrolo[2,3-d]pyrimidin N1=CC=CC2=CC(=CC=C12)C1=CNC=2N=CN=CC21